4'-(((methylazanediyl)bis(methylene))bis(6-methoxyisoindoline-5,2-diyl))bis(4-oxobutanoic acid) CN(CC=1C=C2CN(CC2=CC1OC)C(C(=O)O)CC=O)CC=1C=C2CN(CC2=CC1OC)C(C(=O)O)CC=O